4-(2-((2-(3,4-dihydroquinolin-1(2H)-yl)-2-oxo-1-phenylethyl)-amino)ethyl)-benzenesulfonamide N1(CCCC2=CC=CC=C12)C(C(C1=CC=CC=C1)NCCC1=CC=C(C=C1)S(=O)(=O)N)=O